1-(2-(5-((R)-1-(3,5-Dichloropyridin-4-yl)ethoxy)-1H-indazol-3-yl)-4,6-dihydropyrrolo[3,4-d]imidazol-5(1H)-yl)-2-((S)-3-hydroxypyrrolidin-1-yl)ethan-1-one ClC=1C=NC=C(C1[C@@H](C)OC=1C=C2C(=NNC2=CC1)C1=NC2=C(N1)CN(C2)C(CN2C[C@H](CC2)O)=O)Cl